NC=1SC(=CN1)SC=1C(=C(C(=O)O)C(=CC1C)OC)OC 3-((2-aminothiazol-5-yl)thio)-2,6-dimethoxy-4-methylbenzoic acid